8-fluoro-1-(methylamino)-6-oxo-1,4,5,6-tetrahydrobenzo[c][1,7]naphthyridine-3(2H)-carboxylic acid tert-butyl ester C(C)(C)(C)OC(=O)N1CC(C=2C3=C(C(NC2C1)=O)C=C(C=C3)F)NC